N-pelargonoyl-tryptophan C(CCCCCCCC)(=O)N[C@@H](CC1=CNC2=CC=CC=C12)C(=O)O